4-oxo-7-(3-propionylazetidin-1-yl)-1-(1,2,4-thiadiazol-5-yl)-1,4-dihydro-1,8-naphthyridine-3-carboxylic acid O=C1C(=CN(C2=NC(=CC=C12)N1CC(C1)C(CC)=O)C1=NC=NS1)C(=O)O